cyanomethyl (S)-2-((((4-(2-(4-fluorophenyl)acetamido)benzyl)oxy)carbonyl)(methyl)amino)-3-(pyridin-3-yl)propanoate FC1=CC=C(C=C1)CC(=O)NC1=CC=C(COC(=O)N([C@H](C(=O)OCC#N)CC=2C=NC=CC2)C)C=C1